2-(2-(2-(4-(hydroxymethyl)-4-(((4,4',4''-trimethoxytrityl)oxy)methyl)piperidin-1-yl)-2-oxoethoxy)ethoxy)-3a,4,7,7a-tetrahydro-1H-4,7-epoxyisoindole OCC1(CCN(CC1)C(COCCON1CC2C3C=CC(C2C1)O3)=O)COC(C3=CC=C(C=C3)OC)(C3=CC=C(C=C3)OC)C3=CC=C(C=C3)OC